C([C@H]([C@@H]([C@@H]([C@H](C(=O)N=[N+]=[N-])O)O)O)O)O Azidogalactose